9-methyl-3-(1H-pyrazol-3-yl)-3,4,7,15-tetraazatricyclo[12.3.1.02,6]octadeca-1(18),2(6),4,14,16-pentaen-8-one trifluoroacetate FC(C(=O)O)(F)F.CC1C(NC=2C=NN(C2C=2C=CN=C(CCCC1)C2)C2=NNC=C2)=O